COC1=CC=C2C(C3=C(NC2=C1)C1=C(S3)C=CC=C1)C1=CC=CC=C1 3-methoxy-11-phenyl-5,11-dihydrobenzo[4,5]thieno[3,2-b]quinoline